CC1N(CC(N(C1)C(=O)C1(OC1)C)C)C(=O)[O-] 2,5-dimethyl-4-(2-methyloxirane-2-carbonyl)piperazine-1-carboxylate